C1(CC1)C1=C(C(=NO1)C=1C=NC(=CC1)C)COC1=CC=C(C=N1)C(=O)N[C@@H]1COCC1 (S)-6-((5-cyclopropyl-3-(6-methylpyridin-3-yl)isoxazol-4-yl)methoxy)-N-(tetrahydrofuran-3-yl)pyridine-3-carboxamide